2-(4-Propoxyphenyl)-1H-benzo[d]imidazole C(CC)OC1=CC=C(C=C1)C1=NC2=C(N1)C=CC=C2